2-(3-fluoro-5-(trifluoromethyl)phenyl)-N-((2S)-5-hydroxy-1-oxo-1-(((2S)-5,5,5-trifluoro-1-hydroxyl-(thiazol-2-yl)pentan-2-yl)amino)hexan-2-yl)oxazole-5-carboxamide FC=1C=C(C=C(C1)C(F)(F)F)C=1OC(=CN1)C(=O)N[C@H](C(N[C@H](C(O)C=1SC=CN1)CCC(F)(F)F)=O)CCC(C)O